4-chloro-5-{4-fluoro-2-[1-(propan-2-yl)-1H-1,2,4-triazol-5-yl]phenoxy}pyrimidine ClC1=NC=NC=C1OC1=C(C=C(C=C1)F)C1=NC=NN1C(C)C